2'-(2-morpholinylpyrimidin-5-yl)-6',7'-dihydrospiro[chromane-4,9'-pyrano[4',3':4,5]imidazo[1,2-b]pyridazine] N1(CCOCC1)C1=NC=C(C=N1)C=1C=CC=2N(N1)C1=C(N2)CCOC12CCOC1=CC=CC=C12